C(C)C1(CCC1)C1=NC(=C2C=NC(=NN21)NC2C(CN(CC2)S(=O)(=O)C)F)C(F)(F)F N-[7-(1-ethylcyclobutyl)-5-(trifluoromethyl)imidazo[4,3-f][1,2,4]triazin-2-yl]-3-fluoro-1-methanesulfonylpiperidin-4-amine